2-(4-((3-(3-(benzyloxy)-4-methoxyphenyl)-2-oxotetrahydropyrimidin-1(2H)-yl)methyl)-1H-pyrrolo[2,3-b]pyridin-1-yl)-N,N-dimethylacetamide C(C1=CC=CC=C1)OC=1C=C(C=CC1OC)N1C(N(CCC1)CC1=C2C(=NC=C1)N(C=C2)CC(=O)N(C)C)=O